C(C)N(C(=O)C1=C(C(=O)O)C=CC=C1)CC 2-(diethylcarbamyl)benzoic acid